ClC1=CC=C(C=C1)C1=CC(=NC(=N1)C=1C=NC=CC1)N[C@@H]1COC[C@H]1N1CCCC1 trans-6-(4-chlorophenyl)-2-(pyridin-3-yl)-N-(4-(pyrrolidin-1-yl)tetrahydrofuran-3-yl)pyrimidin-4-amine